3-p-Tolylmethyl-5-phenylanisole C1(=CC=C(C=C1)CC=1C=C(C=C(C1)C1=CC=CC=C1)OC)C